Tert-butyl 4-[4-[3-[(4-methoxyphenyl) methyl]-2,4-dioxo-hexahydropyrimidin-1-yl]phenyl]piperazine-1-carboxylate COC1=CC=C(C=C1)CN1C(N(CCC1=O)C1=CC=C(C=C1)N1CCN(CC1)C(=O)OC(C)(C)C)=O